1-((2R,5R)-4-((S)-6-chloro-7-(1,6-dimethyl-1H-indazol-7-yl)-2-(3-(dimethylamino)azetidin-1-yl)-8-fluoroquinazolin-4-yl)-2,5-dimethylpiperazin-1-yl)prop-2-en-1-one ClC=1C=C2C(=NC(=NC2=C(C1C=1C(=CC=C2C=NN(C12)C)C)F)N1CC(C1)N(C)C)N1C[C@H](N(C[C@H]1C)C(C=C)=O)C